((1R)-1-(((4-(tert-butoxy)-6,8-difluoro-7-(3-(methoxymethoxy)-8-((triisopropylsilyl)ethynyl)naphthalen-1-yl)quinazolin-2-yl)oxy)methyl)-2,2-difluorocyclopropyl)methanol C(C)(C)(C)OC1=NC(=NC2=C(C(=C(C=C12)F)C1=CC(=CC2=CC=CC(=C12)C#C[Si](C(C)C)(C(C)C)C(C)C)OCOC)F)OC[C@]1(C(C1)(F)F)CO